C(C1=CC=CC=C1)OC(=O)N1[C@@H]2[C@H](CCC1)OCC=1C=C(C=CC12)OC.C(C)C(COC)(COC)CC 2,2-diethyl-1,3-dimethoxypropane benzyl-(cis)-8-methoxy-2,3,4,4a,6,10b-hexahydro-1H-isochromeno[4,3-b]pyridine-1-carboxylate